2-methyl-4-nitrosophenol CC1=C(C=CC(=C1)N=O)O